tert-butyl 2,6-dimethyl-4-(p-tolylsulfonyloxy)piperidine-1-carboxylate CC1N(C(CC(C1)OS(=O)(=O)C1=CC=C(C=C1)C)C)C(=O)OC(C)(C)C